ClC1=CC(=C(C=C1)C=1C=2N(N=C(C1)[C@H]1C[C@H](OCC1)C1=CN(C(C=C1)=O)CC1COC1)C(C(=C(N2)C)C)=O)F 9-(4-chloro-2-fluoro-phenyl)-7-[(2S,4R)-2-[6-keto-1-(oxetan-3-ylmethyl)-3-pyridyl]tetrahydropyran-4-yl]-2,3-dimethyl-pyrimido[1,2-b]pyridazin-4-one